Trans-2-[6-[2-(3-pyridylmethyl)quinuclidin-3-yl]oxypyridazin-3-yl]pyrrole-1-carboxylic acid tert-butyl ester C(C)(C)(C)OC(=O)N1C(=CC=C1)C=1N=NC(=CC1)OC1C(N2CCC1CC2)CC=2C=NC=CC2